4-((7-chloro-3-methyl-2,4-dioxo-3,4-dihydroquinazolin-1(2H)-yl)methyl)-N-hydroxybenzamide ClC1=CC=C2C(N(C(N(C2=C1)CC1=CC=C(C(=O)NO)C=C1)=O)C)=O